2-amino-4-phenyl-1,3-thiazole NC=1SC=C(N1)C1=CC=CC=C1